C(C)(C)(C)OC(=O)N(CCOC/C=C/C=1C=C2C(=NC1)NC([C@]21CC=2C(=NC=C(C2)C(=O)O)C1)=O)C (3S)-5-[(E)-3-[2-[tert-butoxycarbonyl(methyl)amino]ethoxy]prop-1-enyl]-2-oxo-spiro[1H-pyrrolo[2,3-b]pyridine-3,6'-5,7-dihydrocyclopenta[b]pyridine]-3'-carboxylic Acid